2-(3'-methyl-4'-(3,5,6-triphenylpyrazin-2-yl)-[1,1'-biphenyl]-4-yl)-4,6-diphenyl-1,3,5-triazine CC=1C=C(C=CC1C1=NC(=C(N=C1C1=CC=CC=C1)C1=CC=CC=C1)C1=CC=CC=C1)C1=CC=C(C=C1)C1=NC(=NC(=N1)C1=CC=CC=C1)C1=CC=CC=C1